NCN1CCN(CC1)CN N,N'-bis(aminomethyl)piperazine